S1C(=NC=2C=NC=CC21)N2CC1(CC2)C(NC(CC1)=O)=O 2-(thiazolo[4,5-c]pyridin-2-yl)-2,7-diazaspiro[4.5]decane-6,8-dione